N1=CC=C(C=2CC[C@H]3N(C12)CCNC3)CCC#N (R)-3-(6,6a,7,8,9,10-hexahydro-5H-pyrazino[1,2-a][1,8]naphthyridin-4-yl)propionitrile